CNC=1C(=NC=CN1)C(=O)O.C(C)(=O)C1=C[13C]2=CC=CC=[13C]2C=C1 2'-acetonaphthone-4a',8a'-13C2 (methylamino)pyrazine-2-carboxylate